2-(3-hydroxy-2-(4-((4-(morpholinomethyl)phenyl)ethynyl)phenyl)propyl)pyridine-3,4-diol OCC(CC1=NC=CC(=C1O)O)C1=CC=C(C=C1)C#CC1=CC=C(C=C1)CN1CCOCC1